(E)-2-(2,6-dimethyl-4-(3-(4-(methylthio)phenyl)-3-oxoprop-1-en-1-yl)phenoxy)-2-methylpropionic acid CC1=C(OC(C(=O)O)(C)C)C(=CC(=C1)\C=C\C(=O)C1=CC=C(C=C1)SC)C